ClC=1C(=CC2=C(N(C=N2)C2CC2)C1)C#CC1=NN(C(=C1C(=O)N)NC)[C@@H]1CN([C@H](C1)[C@H](C)O)C(C=C)=O 3-[2-(6-chloro-1-cyclopropyl-1,3-benzodiazol-5-yl)ethynyl]-1-[(3S,5R)-5-[(1S)-1-hydroxyethyl]-1-(prop-2-enoyl)pyrrolidin-3-yl]-5-(methylamino)pyrazole-4-carboxamide